NC1=NC=NN2C1=C(C=C2C=2C=C(C(=NC2)OC)C(=O)N[C@@H]2CN(C[C@@H]2F)C(=O)OC(C(F)(F)F)C(F)(F)F)C(F)(F)F 1,1,1,3,3,3-hexafluoropropan-2-yl (3R,4S)-3-{5-[4-amino-5-(trifluoromethyl)pyrrolo[2,1-f][1,2,4]triazin-7-yl]-2-methoxypyridine-3-amido}-4-fluoropyrrolidine-1-carboxylate